C(C1=CC=CC=C1)N=C(C(Cl)(Cl)Cl)O.ClC(C(OCC1=CC=CC=C1)=N)(Cl)Cl benzyl trichloroacetimidate (benzyl trichloroacetimidate)